5-(((6-(3-cyclopropyl-4-(6-methylpyridin-2-yl)-1H-pyrazol-1-yl)spiro[3.3]heptan-2-yl)methyl)amino)-2-(2,6-dioxopiperidin-3-yl)isoindoline-1,3-dione C1(CC1)C1=NN(C=C1C1=NC(=CC=C1)C)C1CC2(CC(C2)CNC=2C=C3C(N(C(C3=CC2)=O)C2C(NC(CC2)=O)=O)=O)C1